C/C(=C\C=O)/CCC1C(O1)(C)C epoxygeranial